Methyl-4-hydroxyphenylglyoxylate CC1=C(C=CC(=C1)O)C(C(=O)[O-])=O